C(C)OC1=C(O[C@H]2CN(CCC2)C2=CN=CC(=N2)NC2=NC=CC(=N2)N2C[C@@H](CCC2)C(=O)OCC)C=CC=C1 Ethyl (R)-1-(2-((6-((R)-3-(2-ethoxyphenoxy)piperidin-1-yl)pyrazin-2-yl)amino)pyrimidin-4-yl)piperidine-3-carboxylate